ClC=1C=C2N=CC(=NC2=CC1)C(=C)C(C=CC1=NC=CC=C1)=NO 2-(6-chloroquinoxalinyl)-5-(2-pyridyl)-1,4-pentadien-3-one oxime